CCCC=CC 4-HEXEN